monophospho-3,9-dideoxy-9-azido-D-glycero-D-galacto-nonulosonic acid P(=O)(O)(O)O[C@@H](CC(C(=O)O)=O)[C@@H](O)[C@@H](O)[C@H](O)[C@H](O)CN=[N+]=[N-]